NC1=CC(=C(OC2=C(C=CC=N2)Cl)C=C1)F 6-(4-amino-2-fluorophenoxy)-5-chloropyridine